3-[1-(cyclobutylamino)ethyl]-1-(4-methylbenzyl)-1H-indole-2-carboxylic acid C1(CCC1)NC(C)C1=C(N(C2=CC=CC=C12)CC1=CC=C(C=C1)C)C(=O)O